C(C)OC(C(=O)C1=NC=CC(=C1)NC(=O)[C@@H]1O[C@]([C@H]([C@H]1C1=C(C(=C(C=C1)F)F)OC)C)(C(F)(F)F)C)=O 2-(4-((2R,3S,4S,5R)-3-(3,4-difluoro-2-methoxyphenyl)-4,5-dimethyl-5-(trifluoromethyl)Tetrahydrofuran-2-carboxamido)pyridin-2-yl)-2-oxoacetic acid ethyl ester